N=S(=O)CC1=CC=C(C=C1)OC1=CC=NC2=C(C=CC=C12)OC imino({4-[(8-methoxyquinolin-4-yl)oxy]phenyl})methyl-λ6-sulfanone